ClC1=C(C=CC(=C1)C(F)(F)F)N1CCC(CC1)(C(=O)NCCNC)C=1C=C(C(=NC1)C=1C(=NC=CC1)OCC)F 1-[2-chloro-4-(trifluoromethyl)phenyl]-4-{2'-ethoxy-3-fluoro-[2,3'-bipyridine]-5-yl}-N-[2-(methylamino)ethyl]piperidine-4-carboxamide